O=C1C(=CC(C2=CC=CC=C12)=O)NC=1C=C(C=CC1)C=1C(=C(C(=O)N)C=CC1[N+](=O)[O-])F (3-((1,4-dioxo-1,4-dihydronaphthalen-2-yl)amino)phenyl)-2-fluoro-4-nitrobenzamide